O=C1NC(CC[C@@H]1N1C(C2=CC=C(C=C2C1)N1CCN(CC1)CC1=CC=C(C(=O)O)C=C1)=O)=O 4-[(4-{2-[(3S)-2,6-dioxopiperidin-3-yl]-1-oxo-3H-isoindol-5-yl}piperazin-1-yl)methyl]benzoic acid